OC(CNC(C=CC=CC=CC=CC=CCCC)=O)(C)C 12E-tetradecapentaenoic acid-N-(2-hydroxy-2-methylpropyl) amide